O1COCC2=C1C=CC=C2C=2N=C(NC(C2C#N)=O)SCC2=C(C=CC=C2)Cl 4-(benzo[d][1,3]dioxan-5-yl)-2-((2-chlorobenzyl)thio)-6-oxo-1,6-dihydropyrimidine-5-carbonitrile